(2S)-3-(3-chloro-5-fluorophenyl)-2-(9H-fluoren-9-yl-methoxycarbonyl-amino)propanoic acid ClC=1C=C(C=C(C1)F)C[C@@H](C(=O)O)N(C(=O)OC)C1C2=CC=CC=C2C=2C=CC=CC12